C(C)C1=CC2=C(C3=CC=CC=C3C(=C2C=C1)OC(CCCCCCCCCC)=O)OC(CCCCCCCCCC)=O 2-ethyl-9,10-bis(n-undecanoyloxy)anthracene